1-amino-3-propyl-1,2,3-triazolium N[N+]1=NN(C=C1)CCC